CC1=CC=C(C=C1)N(C1=CC=CC=C1)C1=CC=C(C=C1)C bis(4-methylphenyl)aniline